C1N(CCC2=CC=CC=C12)C=O (3,4-dihydroisoquinoline-2(1H)-yl)methanone